C(CCCCCCCCC)OCOCCCC(CC(C)Cl)C 6-chloro-4-methylheptyl decyloxymethyl ether